CN1C(=NC2=C1C=CC=C2)CN2CCC(CC2)C=2C=C1CN(C(C1=CC2)=O)C2C(NC(CC2)=O)=O 3-(5-(1-((1-methyl-1H-benzo[d]imidazol-2-yl)methyl)piperidin-4-yl)-1-oxoisoindolin-2-yl)piperidine-2,6-dione